N1CC(C1)CNC(=O)C1CCN(CC1)C(C1=C(C=C(C=C1)NC=1C=2N(C=CN1)C(=CN2)C2=CC(=C(C=C2)OC)F)Cl)=O N-(azetidin-3-ylmethyl)-1-(2-chloro-4-((3-(3-fluoro-4-methoxy-phenyl)imidazo[1,2-a]pyrazin-8-yl)amino)benzoyl)piperidine-4-carboxamide